4-(1-benzyl-2-methyl-1H-imidazo[4,5-b]pyridin-6-yl)-6-methyl-1H-pyrrolo[2,3-c]pyridin C(C1=CC=CC=C1)N1C(=NC2=NC=C(C=C21)C=2C=1C(=CN(C2)C)NCC1)C